NC=1C=2N(C3=CC(=CC=C3N1)C(=O)N(CC1=NC=C(C=C1)C(F)(F)F)CCOC)C(=NC2)C 4-amino-N-(2-methoxyethyl)-1-methyl-N-((5-(trifluoromethyl)pyridin-2-yl)methyl)imidazo[1,5-a]quinoxaline-8-carboxamide